ClC1=C(OC=2C=CC(=C(C(=O)NC34CC5(CC(CC(C3)(C5)F)(C4)F)F)C2)O)C(=CC(=C1)N1N=C(C(NC1=O)=O)C(F)F)Cl 5-(2,6-dichloro-4-(6-(difluoromethyl)-3,5-dioxo-4,5-dihydro-1,2,4-triazin-2(3H)-yl)phenoxy)-2-hydroxy-N-(3,5,7-trifluoroadamantan-1-yl)benzamide